CN([C@@H]1CN2[C@@H]([C@@H]([C@@H]2CN(CC1)C(=O)NC1=CC=C(C=C1)OC)C1=CC=C(C=C1)C#CC1=CC=CC=C1)CO)C (3S,8R,9R,10S)-3-(dimethylamino)-10-(hydroxymethyl)-N-(4-methoxyphenyl)-9-(4-(phenylethynyl)phenyl)-1,6-diazabicyclo[6.2.0]decane-6-carboxamide